3-[(4-vinylphenyl)methyl]-1-methyl-1H-imidazolium hexafluorophosphate F[P-](F)(F)(F)(F)F.C(=C)C1=CC=C(C=C1)C[N+]1=CN(C=C1)C